COC(=O)C1=C(C=CC(=N1)N(C1C[C@H]2CC[C@@H](C1)N2C(=O)OC(C)(C)C)C)C2=C(C=C(C=C2)C=2C=NN(C2)C2OCCCC2)OCOC tert-butyl (1R,3S,5S)-3-[[6-(methoxycarbonyl)-5-[2-(methoxymethoxy)-4-[1-(oxan-2-yl)pyrazol-4-yl]phenyl]pyridin-2-yl](methyl)amino]-8-azabicyclo[3.2.1]octane-8-carboxylate